CN1C=C(C=2C1=NC=C(C2)NC(C=C)=O)C#CC=2OC(=CC2)C N-(1-Methyl-3-((5-methylfuran-2-yl)ethynyl)-1H-pyrrolo[2,3-b]pyridin-5-yl)acrylamide